NC1(CC1)C(=O)NCCNC(O[C@H]1[C@H](NC[C@@H]1O)CC1=CC=C(C=C1)OC)=O (2R,3S,4S)-4-hydroxy-2-[(4-methoxyphenyl)methyl]pyrrolidin-3-yl N-{2-[(1-aminocyclopropyl)formamido]ethyl}carbamate